6-[3-(3-{[cyclopropyl(methyl)-amino]methyl}pyrrolidin-1-yl)-1,2,4-triazin-6-yl]-2-methyl-1,3-benzoxazol-5-ol C1(CC1)N(C)CC1CN(CC1)C=1N=NC(=CN1)C1=CC2=C(N=C(O2)C)C=C1O